F[Sb-](F)(F)(F)(F)F.ClC1=C(C=CC(=C1)C(C)=O)SC1=CC=C(C=C1)[S+](C1=CC=CC=C1)C1=CC=CC=C1 4-(2-chloro-4-acetylphenylthio)phenyldiphenylsulfonium hexafluoroantimonate